N1C(=CC=C1)C(=O)O.P phosphine pyrrolate